OC=1C2=CC=CC=C2C=2C=CC=CC2C1OCC 9-hydroxy-10-ethoxyphenanthrene